C1(CC1)C(=O)N1[C@@H](CN(CC1)C1=NC=C(C(=N1)C=1C=NN(C1)C)C#CCO)C 3-{2-[(3R)-4-(cyclopropylcarbonyl)-3-methylpiperazin-1-yl]-4-(1-methyl-1H-pyrazol-4-yl)pyrimidin-5-yl}prop-2-yn-1-ol